CC(C)SC(=O)C1=CC=C(C=C1)C(C(=O)O)C 4-[(propan-2-ylsulfanyl)carbonyl]phenyl-propanoic acid